difluorocyclohexanecarboxamide FC1(CCC(CC1)C(=O)N)F